6-methoxy-N-(3-sulfopropyl)quinoline COC=1C=C2C=CCN(C2=CC1)CCCS(=O)(=O)O